C1(=CC=C(C=C1)N1N=C(C2=CC=CC=C2C1=O)C=1C=C(C=CC1)\C=[N+](\C(C)C)/[O-])C1=CC=CC=C1 (Z)-1-(3-(3-([1,1'-Biphenyl]-4-yl)-4-oxo-3,4-dihydrophthalazin-1-yl)phenyl)-N-isopropylmethanimine oxide